2-(4-(((3aR,5R,6aS)-2-((S)-2-hydroxypropanoyl)octahydrocyclopenta[c]pyrrol-5-yl)amino)-1H-pyrrolo[2,3-b]pyridin-5-yl)-N-(2-methoxyethyl)-4-methylthiazole-5-carboxamide O[C@H](C(=O)N1C[C@@H]2[C@H](C1)CC(C2)NC2=C1C(=NC=C2C=2SC(=C(N2)C)C(=O)NCCOC)NC=C1)C